1-hexadecyl-2-(13Z,16Z-docosadienoyl)-glycero-3-phosphocholine CCCCCCCCCCCCCCCCOC[C@H](COP(=O)([O-])OCC[N+](C)(C)C)OC(=O)CCCCCCCCCCC/C=C\C/C=C\CCCCC